C1(CCC1)OC1=CC(NN=C1C)=O 5-Cyclobutoxy-6-methylpyridazin-3(2H)-one